N1(C=NC=C1)CC1=CC(=C(C=C1)C1=C(SC(=C1)CC(C)C)S(=O)(=O)NC(C)(C)C)C#N 3-(4-((1H-imidazole-1-yl)methyl)-2-cyanophenyl)-N-(tert-butyl)-5-isobutylthiophene-2-sulfonamide